FC=1C=C2C(CNC(C2=CC1)C)N 6-fluoro-1-methyl-1,2,3,4-tetraHydroisoquinolin-4-amine